(S)-3-(3,4-dihydroxyphenyl)-2-hydrazino-2-methyl-propionic acid OC=1C=C(C=CC1O)C[C@](C(=O)O)(C)NN